COC(OC)[SiH2]CCCNCCCN(C)C N3-[3-(dimethoxymethylsilyl)propyl]-N1,N1-dimethyl-1,3-propanediamine